CC1N(CC(CC1C(=O)O)C)C1=NC=NC(=C1)C1=CN=C2N1N=C(C=C2)C(F)(F)F 2,5-Dimethyl-1-[6-[6-(trifluoromethyl)imidazo[1,2-b]pyridazin-3-yl]pyrimidin-4-yl]piperidine-3-carboxylic acid